FC(C(C(=C(C(C(C(F)(F)F)(F)F)(F)F)F)F)(F)F)(F)F 1,1,1,2,2,3,4,5,5,6,6,7,7,7-tetradecafluoro-3-heptene